N1N=CC(=C1)C1=CC=C(C=C1)N1C(C2(CC1)CC1=CC=CC=C1C2)=O (4-(1H-pyrazol-4-yl)phenyl)-1,3-dihydrospiro[indene-2,3'-pyrrolidine]-2'-one